imidazo[1,2-a]pyridin-6-methylamine N=1C=CN2C1C=CC(=C2)CN